tert-butyl((3aR,4R,7S,7aR)-4-(((tert-butyldiphenylsilyl)oxy)methyl)-2,2-dimethyltetrahydro-4H-[1,3]dioxolo[4,5-c]pyran-7-yl) (4-(trifluoromethyl)pyrimidin-2-yl)carbamate FC(C1=NC(=NC=C1)NC(O[C@@H]1[C@@H]2[C@@]([C@H](OC1)CO[Si](C1=CC=CC=C1)(C1=CC=CC=C1)C(C)(C)C)(OC(O2)(C)C)C(C)(C)C)=O)(F)F